FC1=C2C(=NC3=NN=CN3C2=CN=C1)N(C)C1=CC(=CC(=C1)C#CC1(CC1)C(F)(F)F)F 10-fluoro-N-[3-fluoro-5-[2-[1-(trifluoromethyl)cyclopropyl]ethynyl]phenyl]-N-methyl-2,4,5,7,12-pentazatricyclo[7.4.0.02,6]trideca-1(13),3,5,7,9,11-hexaen-8-amine